1-(4,4'-bis(benzyloxy)-5,5'-diethyl-2'-fluoro-[1,1'-biphenyl]-2-yl)cyclobutan-1-ol C(C1=CC=CC=C1)OC1=CC(=C(C=C1CC)C1=C(C=C(C(=C1)CC)OCC1=CC=CC=C1)F)C1(CCC1)O